OCCC1CC2(C1)CCN(CC2)C(=O)OCCCC butyl 2-(2-hydroxyethyl)-7-azaspiro[3.5]nonane-7-carboxylate